2-(3-(3-(fluoromethyl)-1-(4-methyl-4H-1,2,4-triazol-3-yl)cyclobutyl)phenyl)-6-(((1-methylcyclobutyl)amino)methyl)-4-(trifluoromethyl)isoindolin-1-one FCC1CC(C1)(C1=NN=CN1C)C=1C=C(C=CC1)N1C(C2=CC(=CC(=C2C1)C(F)(F)F)CNC1(CCC1)C)=O